5-((1-(4-(Benzyloxy)phenyl)-1H-pyrrol-3-yl)methylene)thiazolidine-2,4-dione C(C1=CC=CC=C1)OC1=CC=C(C=C1)N1C=C(C=C1)C=C1C(NC(S1)=O)=O